3-(4-(1-(difluoromethyl)-1H-pyrazol-4-yl)-1-(4-(trifluoromethoxy)phenyl)-1H-pyrazolo[3,4-b]pyridin-3-yl)azetidine-1-carboxylic acid tert-butyl ester C(C)(C)(C)OC(=O)N1CC(C1)C1=NN(C2=NC=CC(=C21)C=2C=NN(C2)C(F)F)C2=CC=C(C=C2)OC(F)(F)F